N-[7-(1-methyl-1H-pyrazol-4-yl)-[1,3]thiazolo[4,5-c]pyridin-2-yl]benzamide CN1N=CC(=C1)C=1C2=C(C=NC1)N=C(S2)NC(C2=CC=CC=C2)=O